1-(2-pyridyl)-5-chloro-6-cyanopyridin-2-one N1=C(C=CC=C1)N1C(C=CC(=C1C#N)Cl)=O